tert-butyl N-[4-(6-chloro-1H-pyrrolo[3,2-c]pyridin-2-yl)-2-pyridyl]-N-(2,2,2-trifluoroethyl)carbamate ClC1=CC2=C(C=N1)C=C(N2)C2=CC(=NC=C2)N(C(OC(C)(C)C)=O)CC(F)(F)F